8-fluoro-7-(hydrazinocarbonyl)-4-oxo-2,3-dihydro-1,5-benzothiazepine-3-Yl-carbamic acid tert-butyl ester C(C)(C)(C)OC(NC1CSC2=C(NC1=O)C=C(C(=C2)F)C(=O)NN)=O